CC1=CC=C(C=C1)S(=O)(=O)NC1=C(C=CC=C1)C=NC1=C(C=CC=C1)NS(=O)(=O)C1=CC=C(C=C1)C 4-methyl-N-[2-[[2-[(4-methylphenyl)sulfonylamino]phenyl]iminomethyl]phenyl]benzenesulfonamide